BrC1=C(C=C(C=C1)Cl)C1=CC(=NC=N1)O 6-(2-bromo-5-chlorophenyl)pyrimidin-4-ol